N-(3-(5-chloro-2-methoxyphenyl)-1-(1-(ethylamino)-1-oxopropan-2-yl)-1H-pyrazol-4-yl)pyrazolo[1,5-a]pyrimidine-3-carboxamide ClC=1C=CC(=C(C1)C1=NN(C=C1NC(=O)C=1C=NN2C1N=CC=C2)C(C(=O)NCC)C)OC